C1(CCCCC1)C(=O)C1=C2CCC=3C=CC(=C(C=C1)C32)C(=O)C3CCCCC3 3,6-dicyclohexanecarbonylacenaphthene